2-({5-[(2R)-4-[4-chloro-2-(trifluoromethyl)benzoyl]-2-ethylpiperazin-1-yl]-2'-ethoxy-[2,3'-bipyridin]-6-yl}oxy)ethan-1-amine ClC1=CC(=C(C(=O)N2C[C@H](N(CC2)C=2C=CC(=NC2OCCN)C=2C(=NC=CC2)OCC)CC)C=C1)C(F)(F)F